tert-butyl (R)-3-formyl-3-methylpyrrolidine-1-carboxylate C(=O)[C@]1(CN(CC1)C(=O)OC(C)(C)C)C